[Co+2].[Ni+2] nickel-cobalt (2+)